tert-butyl (6-(chloromethyl)-5-(ethyl(methyl)amino)pyridazin-3-yl)carbamate ClCC1=C(C=C(N=N1)NC(OC(C)(C)C)=O)N(C)CC